4-(3-bromophenyl)-1-(methylamino)-6-(trifluoromethyl)-3H-pyrido[1,2-c]pyrimidin-3-one BrC=1C=C(C=CC1)C1=C2N(C(=NC1=O)NC)C=CC(=C2)C(F)(F)F